N-cyano-2-((2r,5s)-4-(6-cyano-1-methyl-2-oxo-1,2-dihydropyrido[3,2-d]pyrimidin-4-yl)-2,5-diethylpiperazin-1-yl)-2-(4-(trifluoromethyl)phenyl)acetamide C(#N)NC(C(C1=CC=C(C=C1)C(F)(F)F)N1[C@@H](CN([C@H](C1)CC)C=1C2=C(N(C(N1)=O)C)C=CC(=N2)C#N)CC)=O